N'-(2,6-dihydroxybenzylidene)-2-((3-fluorophenyl)amino)propionyl-hydrazine OC1=C(C=NNC(C(C)NC2=CC(=CC=C2)F)=O)C(=CC=C1)O